5-amino-Cbz-pentan-1-ol NCCCCC(O)C(=O)OCC1=CC=CC=C1